C(C)(C)(C)OC(=O)NC1CCN(CC1)C(=O)OCC1=CC=CC=C1 benzyl 4-((tert-butoxycarbonyl)amino)piperidine-1-carboxylate